6-((3-(Trifluoromethyl)benzyl)thio)-9H-purin FC(C=1C=C(CSC2=C3N=CNC3=NC=N2)C=CC1)(F)F